C(CCCCCCCC)N(C=1C(=CC=CC1)C)CCCCCCCCC N,N-dinonyltoluidine